CS(=O)(=O)C1CN(C1)C(=O)O[C@@H]1CC[C@H](CC1)C(N(C[C@@H]1CC[C@H](CC1)C1=CC(=C(C=C1)OC)C)C1=CC(=CC=C1)C=1C=NN(C1)C1CC1)=O trans-4-((3-(1-Cyclopropyl-1H-pyrazol-4-yl)phenyl)((trans-4-(4-methoxy-3-methylphenyl)cyclohexyl)methyl)carbamoyl)-cyclohexyl 3-(methylsulfonyl)azetidine-1-carboxylate